methyl 3-(6-chloro-1-(4-fluoro-2-methylphenyl)-4-oxo-1,4-dihydroquinazolin-3(2H)-yl)furan-2-carboxylate ClC=1C=C2C(N(CN(C2=CC1)C1=C(C=C(C=C1)F)C)C1=C(OC=C1)C(=O)OC)=O